deoxy-2',2'-difluorocytidine monohydrochloride Cl.FC1([C@@H](O[C@@H]([C@H]1O)CO)N1C(=O)N=C(N)C=C1)F